methyl (S)-3-(7-methyl-1H-indole-2-carboxamido)-3-(o-tolyl)propanoate CC=1C=CC=C2C=C(NC12)C(=O)N[C@@H](CC(=O)OC)C1=C(C=CC=C1)C